C(C)(C)(C)OC(NC[C@@H]1CN(CCC1)C1=NC=CC(=N1)NC1=NNC(=C1)C1CCCC1)=O N-[[(3R)-1-[4-[(5-cyclopentyl-1H-pyrazol-3-yl)amino]pyrimidin-2-yl]-3-piperidinyl]methyl]carbamic acid tert-butyl ester